2-(4-Bromothiophen-2-yl)ethan-1-amine BrC=1C=C(SC1)CCN